ClC1=C(COC2=C3CN(C(C3=CC=C2)=O)C)C=CC(=C1)Cl 4-((2,4-dichlorobenzyl)oxy)-2-methylisoindolin-1-one